CO\N=C/NC(C1=CC=C(C=C1)C1=NOC(=N1)C(F)(F)F)=O N-[(Z)-Methoxyiminomethyl]-4-[5-(trifluoromethyl)-1,2,4-oxadiazol-3-yl]benzamid